phenanthren-3-ylpiperazine-1-carboxylate C1=CC(=CC=2C3=CC=CC=C3C=CC12)OC(=O)N1CCNCC1